N-(4-chloro-2-methylbenzyl)-5-(N-methylsulfamoyl)thiophene-2-carboxamide ClC1=CC(=C(CNC(=O)C=2SC(=CC2)S(NC)(=O)=O)C=C1)C